FC(C=1C(=C(C=CC1)[C@@H](C)NC=1C2=C(N=CN1)OC(C(=C2)C(=O)OCC2=CC=CC=C2)=O)F)F (R)-benzyl 4-((1-(3-(difluoromethyl)-2-fluorophenyl) ethyl) amino)-7-oxo-7H-pyrano[2,3-d]pyrimidine-6-carboxylate